4-(3'-chloro-4'-fluoroanilino)-7-methoxy-6-(3-morpholinylpropoxy)quinazoline ClC=1C=C(NC2=NC=NC3=CC(=C(C=C23)OCCCN2CCOCC2)OC)C=CC1F